ethyl-4-(bis(hydroxy-propyl))aminobenzoate C(C)OC(C1=CC=C(C=C1)N(CCCO)CCCO)=O